ClC=1C=C(C=CC1Cl)C=1N(C(=C(C(C1C(=O)O)=O)C=1C(=NC=CC1)F)C)CC.C(C)(C)(C)C1=CC=C(C=C1)C(=O)C1=CC=C(C=C1)OC (4-t-butylphenyl)(4-methoxyphenyl)methanone 2-(3,4-dichlorophenyl)-1-ethyl-5-(2-fluoro-3-pyridinyl)-6-methyl-4-oxo-pyridine-3-carboxylate